4-amino-N-(5-cyano-2,3-dihydro-1H-inden-1-yl)-7-fluoro-1-methyl-N-(1-methyl-1H-pyrazol-4-yl)-1H-pyrazolo[4,3-c]quinolin-8-carboxamide NC1=NC=2C=C(C(=CC2C2=C1C=NN2C)C(=O)N(C=2C=NN(C2)C)C2CCC1=CC(=CC=C21)C#N)F